2,8-diazaspiro[4.5]Decane-3-carboxylic acid methyl ester COC(=O)C1NCC2(C1)CCNCC2